(5S,8R)-3,5-difluoro-8-[(1S,2R)-2-fluoro-1-hydroxy-7-methylsulfonyl-2,3-dihydro-1H-inden-4-yl]-5,6,7,8-tetrahydronaphthalene-1-carbonitrile FC=1C=C(C=2[C@H](CC[C@@H](C2C1)F)C1=C2C[C@H]([C@H](C2=C(C=C1)S(=O)(=O)C)O)F)C#N